O1CC(C1)N1CCC(CC1)OC=1C=CC=2N(C1)N=CC2 6-[1-(oxetan-3-yl)piperidin-4-yl]oxypyrazolo[1,5-a]pyridine